COC1=CC=C(C=C1)C=1C=CC=2N(C1)C(N(N2)C2=NC=CC=C2)=O 6-(4-methoxyphenyl)-2-(pyridin-2-yl)-[1,2,4]triazolo[4,3-a]pyridin-3(2H)-one